FC1=C2C3(C(NC(C2=CC=C1C(F)(F)F)=O)=O)CC3 5'-Fluoro-6'-(trifluoromethyl)-1'h-spiro[cyclopropane-1,4'-isoquinoline]-1',3'(2'h)-dione